C(C)C1=CC=C(C=C1)C=1OC2=C(N1)C=C(C=C2)NC(OC(C)(C)C)=O tert.-Butyl [2-(4-ethylphenyl)-1,3-benzoxazol-5-yl]carbamate